2-Bromo-4-(pentafluoro-λ6-sulfanyl)aniline BrC1=C(N)C=CC(=C1)S(F)(F)(F)(F)F